(2r,4r)-8-(5-chloropyridin-2-yl)-2-(5-cyclopropyl-1,3,4-oxadiazol-2-yl)-5-(4-fluorobenzyl)-5,8-diazaspiro[3.5]nonane-6,9-dione ClC=1C=CC(=NC1)N1CC(N(C2(CC(C2)C=2OC(=NN2)C2CC2)C1=O)CC1=CC=C(C=C1)F)=O